N-(3-methyl-4-((1-methyl-1H-benzimidazol-5-yl)oxy)phenyl)pyrimidin-4-amine CC=1C=C(C=CC1OC1=CC2=C(N(C=N2)C)C=C1)NC1=NC=NC=C1